(S)-1-(4-((2-(2-aminopyrimidin-5-yl)-7-methyl-4-morpholinothiothieno[3,2-d]pyrimidin-6-yl)methyl)piperazin-1-yl)-2-hydroxypropane-1-one NC1=NC=C(C=N1)C=1N=C(C2=C(N1)C(=C(S2)CN2CCN(CC2)C([C@H](C)O)=O)C)SN2CCOCC2